ethyl (1R,2E)-4-(3-(1-((tert-butoxycarbonyl)amino)ethyl)-5-fluoro-2-hydroxyphenyl)but-2-enoate C(C)(C)(C)OC(=O)N[C@H](C)C=1C(=C(C=C(C1)F)C/C=C/C(=O)OCC)O